O=C1NC(CCC1C1=C(C=C(C=C1F)N1CC(C1)NC(OC12CC(C1)(C2)C(N(C)C2=CC=C(C=C2)C#N)=O)=O)F)=O 3-((4-cyanophenyl)(methyl)carbamoyl)bicyclo[1.1.1]pentan-1-yl (1-(4-(2,6-dioxopiperidin-3-yl)-3,5-difluorophenyl)azetidin-3-yl)carbamate